N[C@@H]1CN(CC1)C1=CC=C2N=C(C(=NC2=C1)C1=CC=C(C#N)C=C1)C1=CC=C(C=C1)C(F)(F)F (S)-4-(7-(3-aminopyrrolidin-1-yl)-3-(4-(trifluoromethyl)phenyl)quinoxalin-2-yl)benzonitrile